BrC1=CC(=NC=C1)N1CCOCC1 4-(4-bromopyridin-2-yl)morpholine